OCCN1CCN(CC1)CCCC(=O)OC(C(=O)OCCCCCCCCCCCCC)C(=O)OCCCCCCCCCCCCC ditridecyl 2-((4-(4-(2-hydroxyethyl)piperazin-1-yl)butanoyl)oxy)malonate